(E)-alpha-cyano-beta-phenylacrylamide C(#N)/C(/C(=O)N)=C\C1=CC=CC=C1